O[C@@H]1[C@H](O[C@H]([C@@H]1O)N1C2=NC(=NC(=C2N=C1)NCC1=NC(=CC=C1)C(F)(F)F)C=1C=NC=C(C1)OC)C(=O)NC (2S,3S,4R,5R)-3,4-Dihydroxy-5-(2-(5-methoxypyridin-3-yl)-6-(((6-(trifluoromethyl)pyridine-2-yl)methyl)amino)-9H-purin-9-yl)-N-methyltetrahydrofuran-2-carboxamide